(E)-2-cyano-N-(3-(diethylamino)-1-phenylpropyl)-3-(1H-pyrrolo[2,3-b]pyridin-3-yl)acrylamide C(#N)/C(/C(=O)NC(CCN(CC)CC)C1=CC=CC=C1)=C\C1=CNC2=NC=CC=C21